C(C)(C)C1=C(C=CC=C1)C1N(CCN(C1)CC1=NC=C(N=C1)OC)C1CC2(C1)CCNCC2 2-(2-(2-isopropylphenyl)-4-((5-methoxypyrazin-2-yl)methyl)piperazin-1-yl)-7-azaspiro[3.5]nonane